O1CC(CC1)CNC=1C=2CNCC2C=CC1 N-((Tetrahydrofuran-3-yl)methyl)isoindolin-4-amine